(8-methyl-2,3-dihydro-1H-pyrido[2,3-b][1,4]oxazin-7-yl)-N-(6-((methylsulfonyl)methyl)pyridin-3-yl)-5,6,7,8-tetrahydro-2,6-naphthyridin-3-amine CC1=C(C=NC=2OCCNC21)C2=NC(=CC=1CNCCC21)NC=2C=NC(=CC2)CS(=O)(=O)C